NCC[SH+]CCN bis-(aminoethyl)sulfonium